tert-butyl 8-(4-(2,4-dioxotetrahydropyrimidin-1(2H)-yl)-3-methylphenyl)-2,8-diazaspiro[4.5]decane-2-carboxylate O=C1N(CCC(N1)=O)C1=C(C=C(C=C1)N1CCC2(CCN(C2)C(=O)OC(C)(C)C)CC1)C